S1C(=NC2=C1C=CC=C2)NC(=O)C=2C=CC=C1CCN(CC21)C2=CC=C(C(=N2)C(=O)OC(C)(C)C)C2=C(C(=CC=C2)OC2=CC=C(C=C2)CCC(C(=O)OC)(C)C)C tert-butyl 6-[8-(1,3-benzothiazol-2-ylcarbamoyl)-3,4-dihydro-1H-isoquinolin-2-yl]-3-[3-[4-(4-methoxy-3,3-dimethyl-4-oxo-butyl)phenoxy]-2-methyl-phenyl]pyridine-2-carboxylate